(7S)-7-((propyl)amino)-6,7,8,9-tetrahydro-5H-benzo[7]annulene-2-yl-1H-1,2,4-triazole-3,5-diamine C(CC)N[C@H]1CCC2=C(CC1)C=C(C=C2)N2N=C(N=C2N)N